CN1C[C@@H](CCC1)NC=1N=NC(=C2C1C=NC=C2)C2=C(C=C(C=C2)OC(F)(F)F)O 2-(4-{[(3R)-1-methylpiperidin-3-yl]amino}pyrido[3,4-d]pyridazin-1-yl)-5-(trifluoromethoxy)phenol